CC1=C(C(=CC(=C1)C)C)N1N=C2N([C@@H]3[C@H](OC2)CC2=CC=CC=C23)C1 (5aR,10bS)-5a,10b-dihydro-2-(2,4,6-trimethylphenyl)-4H,6H-indeno[2,1-b][1,2,4]triazolo[4,3-d][1,4]oxazine